ClC1=C(C(=C(C=N1)C(C)O)C)F (6-chloro-5-fluoro-4-methylpyridin-3-yl)ethanol